FC(C(=O)O)(F)F.C1(CCCC1)N1N=CC(=C1)C=1C(=C(C=CC1)NC1=CC(=NC=2C=CNC(C12)=O)NC(=O)C1CC1)OC N-(4-((3-(1-Cyclopentyl-1H-pyrazol-4-yl)-2-methoxyphenyl)amino)-5-oxo-5,6-dihydro-1,6-naphthyridin-2-yl)cyclopropanecarboxamide Trifluoroacetic Acid Salt